C1([C@H](O)[C@@H](O)[C@H](O)[C@H](O1)CO)S(=O)[O-].[Na+] sodium glucosylsulfinate